OC(C)(CC)C1=CC=C(C=2N1N=CN2)B(O)O (5-(2-hydroxybutan-2-yl)-[1,2,4]triazolo[1,5-a]pyridin-8-yl)boronic acid